N(=C=O)C(C)(C)C1=CC=C(C=C1)C(C)(C)N=C=O 1,4-bis(2-isocyanato-propan-2-yl)benzene